C1(CCCC1)N1[C@@H](C(N(C=2C=NC(=NC12)NC1=C(C=C(C(=O)NCCCCCCOC2CCN(CC2)C(=O)OC(C)(C)C)C=C1)OC)C)=O)CC tert-butyl 4-[6-[[4-[[(7R)-8-cyclopentyl-7-ethyl-5-methyl-6-oxo-7H-pteridin-2-yl]amino]-3-methoxy-benzoyl]amino]hexoxy]piperidine-1-carboxylate